C(C)(C)O[Sn](OC(C)C)(OC(C)C)OC(C)C tetra-isopropoxytin